7-(S)-tetrahydro-pyran-3-yl-1H-pyrazolo[4,3-b]pyridine O1CC(CCC1)C1=C2C(=NC=C1)C=NN2